1-((S)-1-(2-((1R,2R)-1-Amino-2-cyclopropoxypropyl)-1H-benzo[d]imidazol-5-yl)-2-cyclopropoxyethyl)-5,5-difluorotetrahydropyrimidin-2(1H)-one N[C@@H]([C@@H](C)OC1CC1)C1=NC2=C(N1)C=CC(=C2)[C@@H](COC2CC2)N2C(NCC(C2)(F)F)=O